C(C1=CC=CC=C1)[C@@H]1N(CCCC1)C1=NC(=CC(N1)=O)N1CCOCC1 (R)-2-(2-benzylpiperidin-1-yl)-6-morpholinopyrimidin-4(3H)-one